(S)-2-((4-(6-((4-cyano-2-fluorobenzyl)oxy)pyridin-2-yl)-6-oxopyridazin-1(6H)-yl)methyl)-1-(oxetan-2-ylmethyl)-1H-benzo[d]imidazole-6-carboxylic acid C(#N)C1=CC(=C(COC2=CC=CC(=N2)C=2C=NN(C(C2)=O)CC2=NC3=C(N2C[C@H]2OCC2)C=C(C=C3)C(=O)O)C=C1)F